NC1=C2C(N(C(=NC2=CC=C1)C)C1(C(NC(CC1)=O)=O)[2H])=O (-)-3-(5-Amino-2-methyl-4-oxoquinazolin-3(4H)-yl)-(3-2H)-piperidine-2,6-dione